8-chloro-N~2~-{4-[(ethylsulfonyl)methyl]phenyl}-6-fluoro-7-(8-methyl-2,3-dihydro-1H-pyrido[2,3-b][1,4]oxazin-7-yl)quinazoline-2,5-diamine ClC1=C(C(=C(C=2C=NC(=NC12)NC1=CC=C(C=C1)CS(=O)(=O)CC)N)F)C1=C(C2=C(OCCN2)N=C1)C